NC=1C2=C(N=CN1)N(C(=C2C2=CC=C(C=C2)OC2=NC=C(C=N2)C)C2=CC=C(C=C2)N2C(C([C@@H](C2)C)=C)=O)C (S)-1-(4-(4-amino-7-methyl-5-(4-((5-methylpyrimidin-2-yl)oxy)phenyl)-7H-pyrrolo[2,3-d]pyrimidin-6-yl)phenyl)-4-methyl-3-methylene-pyrrolidin-2-one